C(C=C)(=O)OCC12C3(CCCC3C(CC1)C2)COC(C=C)=O tricyclo[5.2.1.0(2,6)]decanedimethanol diacrylate